FC=1C=C2CN(C(C2=CC1F)=O)C1C(NC(CN1)=O)=O 3-(5,6-difluoro-1-oxoisoindolin-2-yl)piperazine-2,6-dione